3-cyclobutyl-3,8-diazabicyclo[3.2.1]octane C1(CCC1)N1CC2CCC(C1)N2